Cl.FC=1C=C(C(=O)N(CCNC)C)C=CC1 3-fluoro-N-methyl-N-(2-(methylamino)ethyl)benzamide hydrochloride